NC1=NC=2C=NC(=CC2C2=C1[C@@H](OC2)C)C(=O)N2[C@H](COC[C@H]2C2=NC=C(C=C2)OC(F)(F)F)C ((3S)-4-amino-3-methyl-1,3-dihydrofuro[3,4-c][1,7]naphthyridin-8-yl)((3S,5R)-3-methyl-5-(5-(trifluoromethoxy)-2-pyridinyl)-4-morpholinyl)methanone